CN1N=CC(=C1C1=CC=2N(C=C1)N=C(C2)NC(=O)C2CC2)OC[C@@H]2N(CCC2)C([2H])([2H])[2H] N-[5-[2-methyl-4-[[(2R)-1-(trideuteriomethyl)pyrrolidin-2-yl]methoxy]pyrazol-3-yl]pyrazolo[1,5-a]pyridin-2-yl]cyclopropanecarboxamide